N4-cyclopropyl-N6-(2-methoxy-4-(morpholinosulfonyl)phenyl)-1H-pyrrolo[2,3-b]pyridine-4,6-diamine C1(CC1)NC=1C2=C(N=C(C1)NC1=C(C=C(C=C1)S(=O)(=O)N1CCOCC1)OC)NC=C2